C(CCCCCCCCCCC)(=O)N[C@H]1CCC(=O)OC1=O N-lauroyl-glutamic anhydride